N1CCCNCCNCCNCCCCNC2=C1C=CC=C2 hexadecahydrobenzo[l][1,4,7,11,14]pentaazacyclooctadecine